FC1(CCC(CC1)[C@H](NC(=O)C=1C(=NOC1)C(C)(C)F)C=1N=C2N(N=C(C=C2)CC2C(NC[C@@H](C2)C(F)(F)F)=O)C1)F N-((1S)-(4,4-difluorocyclohexyl)(6-(((5R)-2-oxo-5-(trifluoromethyl)piperidin-3-yl)methyl)imidazo[1,2-b]pyridazin-2-yl)methyl)-3-(2-fluoropropan-2-yl)isoxazole-4-carboxamide